SC(CC(=O)OCCOC(CC(CC)S)=O)CC Ethylene glycol bis(3-mercaptovalerate)